BrC1=CC(=C(C=C1)NC=1C=NC=CC1P(=O)(C)CC)F N-(4-bromo-2-fluorophenyl)-4-[ethyl(methyl)phosphoryl]pyridin-3-amine